6-[5-[2-[(4-fluoro-2,3-dihydro-1H-inden-2-yl)methylamino]ethyl]-2-oxo-1,3-oxazolidin-3-yl]-4H-pyrido[3,2-b][1,4]oxazin-3-one FC1=C2CC(CC2=CC=C1)CNCCC1CN(C(O1)=O)C=1C=CC=2OCC(NC2N1)=O